CC1([C@@H]2N(C3=C(N1)C=C(C=N3)C(F)(F)F)CCNC2)C (R)-6,6-dimethyl-3-(trifluoromethyl)-6,6a,7,8,9,10-hexahydro-5H-pyrazino[1,2-a]pyrido[3,2-e]pyrazine